CNC(=O)C1=NC=C(C=C1)N1CCNCC1 N-methyl-5-(piperazin-1-yl)pyridine-2-carboxamide